6-(1H-imidazol-1-yl)-N-((1r,4r)-4-methoxycyclohexyl)-4-(trifluoromethyl)picolinamide N1(C=NC=C1)C1=CC(=CC(=N1)C(=O)NC1CCC(CC1)OC)C(F)(F)F